2-(2-hydroxy-4-methoxyphenyl)-4,6-bisPhenyl-1,3,5-triazine OC1=C(C=CC(=C1)OC)C1=NC(=NC(=N1)C1=CC=CC=C1)C1=CC=CC=C1